BrC=1C=C(C(=CC1O)C=1C(=CC(=C(C1)O)Br)O)O 4,4'-dibromo[1,1'-biphenyl]-2,2',5,5'-tetrol